1,4-bis(2-bromoethoxymethyl)benzene BrCCOCC1=CC=C(C=C1)COCCBr